dimethyl 2-(2,5-dithia-7-azabicyclo[2.2.1]heptan-7-yl)hexanedioate C12SCC(SC1)N2C(C(=O)OC)CCCC(=O)OC